6-((1S,5R)-2,6-diazabicyclo[3.2.1]octan-6-yl)-N-(2-fluoro-3-methyl-4-((1-methyl-1H-benzo[d]imidazol-5-yl)oxy)phenyl)pyrido[3,2-d]pyrimidin-4-amine [C@@H]12NCC[C@@H](N(C1)C=1C=CC=3N=CN=C(C3N1)NC1=C(C(=C(C=C1)OC1=CC3=C(N(C=N3)C)C=C1)C)F)C2